C(C1=CC=CC=C1)OC1=CC(=C(N)C=C1)C(C)(C)C 4-(benzyloxy)-2-tert-butylaniline